Cl.COC(C1=C(C=CC=C1)NC1=NC(=NC(=N1)N1CCOCC1)N1CCOCC1)=O 4,6-Dimorpholin-4-yl-[1,3,5]triazin-2-ylamino-benzoic acid methyl ester hydrochloride